[BH4-].[Na+] sodium borohydrid